5-(3-(2-amino-[1,2,4]triazolo[1,5-a]pyridin-7-yl)-2-fluoro-6-methoxyphenoxy)-3,3-difluoro-2-(4-fluorophenyl)pentan-2-ol NC1=NN2C(C=C(C=C2)C=2C(=C(OCCC(C(C)(O)C3=CC=C(C=C3)F)(F)F)C(=CC2)OC)F)=N1